methyl 3-(azetidin-3-yl)benzoate hydrochloride Cl.N1CC(C1)C=1C=C(C(=O)OC)C=CC1